N[C@H](C(=O)NC=1C=CC(=C(CN(C(OCC2C3=CC=CC=C3C=3C=CC=CC23)=O)C)C1)CO)CCCNC(=O)N (9H-fluoren-9-yl)methyl (S)-(5-(2-amino-5-ureidopentanamido)-2-(hydroxymethyl)benzyl)(methyl)carbamate